12-β-D-glucopyranosyl-12,13-dihydro-2,10-dihydroxy-6-[[2-hydroxyl-1-(hydroxyMethyl)ethyl]amino]-5H-indolo[2,3-a]pyrrolo[3,4-c]carbazole-5,7(6H)-dione [C@@H]1([C@H](O)[C@@H](O)[C@H](O)[C@H](O1)CO)N1C2=CC(=CC=C2C=2C3=C(C4=C(C12)NC=1C=C(C=CC14)O)C(N(C3=O)NC(CO)CO)=O)O